5-((2-(3-fluoro-2,2-dimethylpropionyl)-2-azaspiro[3.3]hept-6-yl)oxy)-N-methyl-7-(trifluoromethyl)thieno[3,2-b]pyridine-3-carboxamide FCC(C(=O)N1CC2(C1)CC(C2)OC2=CC(=C1C(=N2)C(=CS1)C(=O)NC)C(F)(F)F)(C)C